O1C2=C(S(CCC1)(=O)=O)C=C(C=C2)C(=O)O 3,4-dihydro-2H-benzo[b][1,4]oxathiepine-7-carboxylic acid 5,5-dioxide